(R)-2-(4-amino-3-cyclopropoxy-1H-pyrazol-1-yl)propanenitrile NC=1C(=NN(C1)[C@@H](C#N)C)OC1CC1